(S)-N-(5-(2-(2-aminopyridin-3-yl)-5-methyl-3H-imidazo[4,5-b]pyridin-3-yl)-2,3-dihydro-1H-inden-1-yl)-3-fluoro-5-formyl-4-hydroxybenzamide NC1=NC=CC=C1C1=NC=2C(=NC(=CC2)C)N1C=1C=C2CC[C@@H](C2=CC1)NC(C1=CC(=C(C(=C1)C=O)O)F)=O